3,9-dimethyl-6,7,8,9-tetrahydro-4H-quinolizin-4-one CC1=CC=C2C(CCCN2C1=O)C